(6-(1-aminoethyl)-2,3-dihydro-1H-pyrido[2,3-b][1,4]oxazin-1-yl)(3-chlorophenyl)methanone NC(C)C=1C=CC2=C(OCCN2C(=O)C2=CC(=CC=C2)Cl)N1